benzotriazolyloxytris(dimethylamino)-phosphonium hexafluorophosphate F[P-](F)(F)(F)(F)F.N1N=NC2=C1C=CC=C2O[P+](N(C)C)(N(C)C)N(C)C